(4-(6-(trifluoromethyl)pyridin-2-yl)-6-((6-chloropyridin-2-yl)amino)-1,3,5-triazin-2-yl)amino-1,3-propanediol FC(C1=CC=CC(=N1)C1=NC(=NC(=N1)NC1=NC(=CC=C1)Cl)NC(CCO)O)(F)F